(2,3,4,5,6-pentafluorophenyl) 1-(tert-butoxycarbonylamino)cyclopropanecarboxylate C(C)(C)(C)OC(=O)NC1(CC1)C(=O)OC1=C(C(=C(C(=C1F)F)F)F)F